[Li+].C1(=CC=CC=C1)C(C(=O)[O-])C(=O)[O-].[Li+] 2-phenylpropanedioic acid lithium salt